NC[C@@H](O)C=1C=CC(=NC1)C1=C(C=C(C#N)C=C1)OC1=CC(=NC(=C1)OCC1OCCC1)C 4-[5-[(1S)-2-amino-1-hydroxyethyl]pyridin-2-yl]-3-[2-methyl-6-(oxolan-2-ylmethoxy)pyridin-4-yl]oxybenzonitrile